hydroxyethansulfonic acid OC(C)S(=O)(=O)O